6'-(2-methylpyridin-4-yl)-2'-oxo-1',4'-dihydro-2'H-spiro[pyrrolidine-3,3'-quinoline]-1-carbonitrile CC1=NC=CC(=C1)C=1C=C2CC3(C(NC2=CC1)=O)CN(CC3)C#N